aminoethyl-N-beta-aminoethyl-gamma-aminopropylmethyldimethoxysilane NCCCO[Si](OC)(C)CCCNCCN